BrC1=C2/C(/C(NC2=CC=C1)=O)=N/NC(NC1=CC(=CC=C1)[N+](=O)[O-])=S (Z)-2-(4-bromo-2-oxoindoline-3-ylidene)-N-(3-nitrophenyl)hydrazinecarbothioamide